O=C1NC(CCC1N1C(C2=C(C=C(C=C2C1)N1CCC(CC1)CN1CCN(CC1)C1=CC=C(C=C1)N1C=NC2=CC=CC=C2C1=O)C(F)(F)F)=O)=O 3-{4-[4-({1-[2-(2,6-dioxopiperidin-3-yl)-1-oxo-7-(trifluoromethyl)-2,3-dihydro-1H-isoindol-5-yl]piperidin-4-yl}methyl)piperazin-1-yl]phenyl}-4-oxo-3,4-dihydroquinazolin